methyl 2-(4,4-difluoro-3-methylpiperidin-1-yl)-6,7,8,9-tetrahydro-5H-cyclohepta[b]pyridine-3-carboxylate FC1(C(CN(CC1)C1=C(C=C2C(=N1)CCCCC2)C(=O)OC)C)F